1-[[8-(2-chlorophenyl)-7-(4-chlorophenyl)-2,6-dioxo-3-[[2-(trimethylsilyl)ethoxy]methyl]purin-1-yl]methyl]cyclopropane-1-carbonitrile ClC1=C(C=CC=C1)C1=NC=2N(C(N(C(C2N1C1=CC=C(C=C1)Cl)=O)CC1(CC1)C#N)=O)COCC[Si](C)(C)C